(S)-2-(1H-Benzo[d]imidazol-5-yl)-3-(4-chlorophenyl)isoindolin-1-on N1C=NC2=C1C=CC(=C2)N2C(C1=CC=CC=C1[C@@H]2C2=CC=C(C=C2)Cl)=O